tert-Butyl (1R,3R,4R,5R)-5-((tert-butyldiphenylsilyl)oxy)-3-ethynyl-2-azabicyclo[2.2.1]heptane-2-carboxylate [Si](C1=CC=CC=C1)(C1=CC=CC=C1)(C(C)(C)C)O[C@H]1[C@H]2[C@@H](N([C@@H](C1)C2)C(=O)OC(C)(C)C)C#C